BrC1=C(C(=C(C=C1OCC)CO)Cl)OCC (4-bromo-2-chloro-3,5-diethoxyphenyl)methanol